CC=1N=C2N(N=C(C=C2C)C=2SC3=C(N2)SC(=C3)C=3CCNCC3)C1 4-(2-{2,8-dimethylimidazo[1,2-b]pyridazin-6-yl}thieno[2,3-d][1,3]thiazol-5-yl)-1,2,3,6-tetrahydropyridine